N-[6-(3,5-dicyclohexyl-1H-pyrazol-1-yl)pyridin-3-yl]quinoxaline-6-carboxamide C1(CCCCC1)C1=NN(C(=C1)C1CCCCC1)C1=CC=C(C=N1)NC(=O)C=1C=C2N=CC=NC2=CC1